O1C(=COC=C1)C1N(CCN(C1)C1=C(C=CC=C1)COC)C [1,4]dioxin-2-yl-(methyl)-4-(2-(methoxymethyl)phenyl)piperazine